C(C1=CC=CC=C1)C1(CCC2(OCCO2)CC1)C#N 8-Benzyl-1,4-dioxaspiro[4.5]decane-8-carbonitrile